(5-ISOPROPYL-1H-INDAZOL-4-YL)BORONIC ACID C(C)(C)C=1C(=C2C=NNC2=CC1)B(O)O